FC1=NC=CC=C1NC(=O)C=1C=2C[C@@H]3[C@H](C2N(N1)C1=C(C=C(C=C1)F)F)C3 (1aR,5aR)-2-(2,4-Difluoro-phenyl)-1a,2,5,5a-tetrahydro-1H-2,3-diaza-cyclopropa[a]pentalene-4-carboxylic acid (2-fluoro-pyridin-3-yl)-amide